(R)-5-fluoro-2-((1-(6-fluoro-3-methyl-2-morpholino-4-oxo-3,4-dihydroquinazolin-8-yl)ethyl)amino)benzoic acid FC=1C=CC(=C(C(=O)O)C1)N[C@H](C)C=1C=C(C=C2C(N(C(=NC12)N1CCOCC1)C)=O)F